4-((2-cyano-4-fluoro-5-methylphenyl)thio)-6-(5-methyl-1-(1-methylpiperidin-4-yl)-1H-pyrazol-4-yl)pyrazolo[1,5-a]pyridine-3-carbonitrile C(#N)C1=C(C=C(C(=C1)F)C)SC=1C=2N(C=C(C1)C=1C=NN(C1C)C1CCN(CC1)C)N=CC2C#N